FC(OC=1C=C(C=CC1)CCC#N)(F)F M-trifluoromethoxybenzenepropionitrile